[Ti].C1(C=CC=C1)[Ti](C1=C(C(=CC=C1F)N(CCCC)C(C1=CC=C(C=C1)Cl)=O)F)(C1=C(C(=CC=C1F)N(CCCC)C(C1=CC=C(C=C1)Cl)=O)F)C1C=CC=C1 bis(cyclopentadienyl)bis[2,6-difluoro-3-(N-butyl-(4-chlorobenzoyl)amino)phenyl]titanium Titanium